C(#N)C1=CC=C(C=C1)C(CN[C@H](C(=O)NC1=NC=C(C=C1)C1=NOC(=N1)C)C1=CC=CC=C1)C (S)-2-((2-(4-cyanophenyl)propyl)amino)-N-(5-(5-methyl-1,2,4-oxadiazol-3-yl)pyridin-2-yl)-2-phenylacetamide